ClC=1C=NC=C(C1[C@@H](C)OC=1C=C2C(=NNC2=CC1)C1=CC=C(N=N1)N1CC(C1)(N)C)Cl 1-[6-[5-[(1R)-1-(3,5-dichloro-4-pyridinyl)ethoxy]-1H-indazol-3-yl]pyridazin-3-yl]-3-methyl-azetidin-3-amine